2-[4-(3-fluorooxetan-3-yl)phenyl]-4-[3-(2,2,2-trifluoroethoxy)pyridin-4-yl]-2,3-dihydro-1H-pyrrolo[3,4-c]pyridin-1-one FC1(COC1)C1=CC=C(C=C1)N1CC=2C(=NC=CC2C1=O)C1=C(C=NC=C1)OCC(F)(F)F